FC1C(=O)OC(CC1)C α-fluoro-δ-caprolactone